C(C)(C)(C)OC(N[C@@H]1C(NC2=C(OC1)C=C(C=C2)OC)=O)=O (S)-8-methoxy-4-oxo-2,3,4,5-tetrahydrobenzo[b][1,4]oxazepin-3-yl-carbamic acid tert-butyl ester